(3S,6S,10aR)-8-ethoxy-6-((S)-2-(methylamino)propanamido)-5-oxodecahydropyrrolo[1,2-a]azocine-3-carboxylic acid C(C)OC1CC[C@@H]2N(C([C@H](C1)NC([C@H](C)NC)=O)=O)[C@@H](CC2)C(=O)O